9-fluoro-3-[4-(pyridin-2-yl)-1,3-thiazol-2-yl]-1,3,4,11,12,12a-hexahydropyrido[1,2-b][2]benzazepin-6(2H)-one FC=1C=CC2=C(CCC3N(C2=O)CC(CC3)C=3SC=C(N3)C3=NC=CC=C3)C1